COC([C@@H](CCC)NC(=O)OCC1=CC=CC=C1)=O (2R)-2-(benzyloxycarbonylamino)pentanoic acid methyl ester